(1S,2S)-N-(3-(4-cyclopropoxy-2-methoxypyridin-3-yl)-1H-pyrrolo[2,3-b]pyridin-6-yl)-2-((dimethylamino)methyl)cyclopropane-1-carboxamide C1(CC1)OC1=C(C(=NC=C1)OC)C1=CNC2=NC(=CC=C21)NC(=O)[C@@H]2[C@H](C2)CN(C)C